(+)-(3R,5R)-3-hydroxydecano-5-lactone CCCCC[C@@H]1C[C@H](CC(=O)O1)O